CC(C[C@@H](C(=O)N1C[C@]2(C[C@H]1C(=O)N)C(NC=1N2N=CC1)=O)N(C([C@H](C)NC(C(F)(F)F)=O)=O)C)C (3R,5'S)-1'-[(2S)-4-methyl-2-[(2S)-N-methyl-2-(2,2,2-trifluoroacetamido)propanamido]pentanoyl]-2-oxo-1H-spiro[pyrazolo[1,5-a]imidazole-3,3'-pyrrolidine]-5'-carboxamide